N1N=CC2=C1CNC2 1,4,5,6-tetrahydropyrrolo[3,4-c]pyrazole